CC1CN(C(=CC1)C=1C=C2C(=NC1)NN=C2)C(=O)OC(C)(C)C tert-butyl 3-methyl-6-(1H-pyrazolo[3,4-b]pyridin-5-yl)-3,4-dihydro-2H-pyridine-1-carboxylate